NC=1OC2=C(C=NC(=C2N2C[C@@H](OCC2)C(=O)N2[C@H](C3=C(C=C(C=C3CC2)Cl)Cl)C)Br)N1 ((R)-4-(2-amino-6-bromooxazolo[4,5-c]pyridin-7-yl)morpholin-2-yl)((S)-6,8-dichloro-1-methyl-3,4-dihydroisoquinolin-2(1H)-yl)methanone